C1=NC(=C2C(=N1)NC(=O)N2)N oxyadenine